NC1=NC(=C(C=2N1N=C(N2)CC2=C(C=CC=C2F)C2=CC(=NC=C2)N)C2=CC(=NC=C2)N)C2=C(C#N)C=CC=C2 (5-amino-8-(2-aminopyridin-4-yl)-2-(2-(2-aminopyridin-4-yl)-6-fluorobenzyl)-[1,2,4]triazolo[1,5-c]pyrimidin-7-yl)benzonitrile